3-(oleoyloxy)propyl (2-(trimethylammonio)ethyl) phosphate P(=O)(OCCCOC(CCCCCCC\C=C/CCCCCCCC)=O)(OCC[N+](C)(C)C)[O-]